BrC1=CC=C2CCC(C2=C1)C(=O)N(C)OC 6-bromo-N-methoxy-N-methyl-2,3-dihydro-1H-indene-1-carboxamide